FC(C1=NC2=CC=CC=C2C(=C1)NC1CCC(CC1)NC(=O)C1=COC2=C1C=CC=C2)(F)F N-[(1s,4s)-4-{[2-(trifluoromethyl)quinolin-4-yl]amino}cyclohexyl]-1-benzofuran-3-carboxamide